O1[C@@H](CC1)CN1C(=NC=2C1=NC(=CC2)C(=O)O)CN2CCC(CC2)C2=NC(=CC=C2)OCC=2C=1N(C=CC2)N=CC1 (S)-3-(oxetan-2-ylmethyl)-2-((4-(6-(pyrazolo[1,5-a]pyridin-4-ylmethoxy)pyridine-2-yl)piperidin-1-yl)methyl)-3H-imidazo[4,5-b]pyridine-5-carboxylic acid